N,N-dimethyl-methane-diamine CN(CN)C